C(C)(=O)NC=1C(=C(C(=O)Cl)C(=C(C1I)NC(C)=O)I)I 3,5-diacetamido-2,4,6-triiodobenzoyl chloride